FC(CN1N=CC=2C=NC(=CC21)N2CCC1(CC(N(C1)C1=NC(=NC(=C1)C(F)(F)F)C)=O)CC2)F 8-[1-(2,2-difluoroethyl)-1H-pyrazolo[4,3-c]pyridin-6-yl]-2-[2-methyl-6-(trifluoromethyl)pyrimidin-4-yl]-2,8-diazaspiro[4.5]decan-3-one